5-methyltetrahydrofolate CN1C=2C(NC(=NC2NCC1CNC1=CC=C(C(N[C@@H](CCC(=O)[O-])C(=O)O)=O)C=C1)N)=O